N-(3-((2-((3S,4S)-4-amino-3-methyl-2-oxa-8-azaspiro[4.5]decan-8-yl)pyrimidin-5-yl)mercapto)-2-chlorophenyl)pyrazine-2-carboxamide N[C@@H]1[C@@H](OCC12CCN(CC2)C2=NC=C(C=N2)SC=2C(=C(C=CC2)NC(=O)C2=NC=CN=C2)Cl)C